C(#N)C12CC(C1)C2 3-cyanobicyclo[1.1.1]pentan